Allyl (11aS)-11-((tert-butyldimethylsilyl)oxy)-7-cyclopropoxy-8-hydroxy-5-oxo-11,11a-dihydro-1H,3H-spiro[benzo[e]pyrrolo[1,2-a][1,4]diazepine-2,1'-cyclopropane]-10(5H)-carboxylate [Si](C)(C)(C(C)(C)C)OC1[C@H]2N(C(C3=C(N1C(=O)OCC=C)C=C(C(=C3)OC3CC3)O)=O)CC3(CC3)C2